[Cl-].[NH4+].C(C)NC(O)=O N-ethylcarbamic acid ammonium chloride